2-(2,6-dimethylbenzyloxy)ethylamine CC1=C(COCCN)C(=CC=C1)C